CC1(OB(OC1(C)C)C1=CC=C(C=C1)[C@@H](C)[N+]1=NOC(=C1)[N-]C(NC1=CC(=CC=C1)C(F)(F)F)=O)C (R)-(3-(1-(4-(4,4,5,5-tetramethyl-1,3,2-dioxaborolan-2-yl)phenyl)ethyl)-1,2,3-oxadiazol-3-ium-5-yl)((3-(trifluoromethyl)phenyl)carbamoyl)amide